O=C1C(=C(N=C(N1)N1CC(C1)C1=NN=NN1)C=1SC=CC1)C#N 6-oxo-2-[3-(1H-tetrazol-5-yl)-azetidin-1-yl]-4-thiophen-2-yl-1,6-dihydro-pyrimidine-5-carbonitrile